N,N-dimethylaminomethyl-ferrocene CN(C)C[C-]1C=CC=C1.[CH-]1C=CC=C1.[Fe+2]